C(=O)[O-].NC1=CC=[N+](C=C1)CC1=CC=C(C=C1)COC1=C2CN(C(C2=CC=C1)=O)C1C(NC(CC1)=O)=O 4-amino-1-{4-[2-(2,6-dioxo-piperidin-3-yl)-1-oxo-2,3-dihydro-1H-isoindol-4-yloxymethyl]-benzyl}-pyridinium formate